BrC1=CC=C(C=C1)C1CN(CC1)C(=O)C1=CC(=NN1)C1=CN=NC=C1 [3-(4-bromophenyl)pyrrolidin-1-yl]-(3-pyridazin-4-yl-1H-pyrazol-5-yl)methanone